C(C)OC(=O)C=1C(=NC2=CC=CN=C2C1O)Cl chloro-4-hydroxy-1,5-naphthyridine-3-carboxylic acid ethyl ester